CN1C=NC=C1C1=NC(=NC=C1)C(=O)NC1CCC(CC1)C 4-(1-methyl-1H-imidazol-5-yl)-N-((1r,4r)-4-methylcyclohexyl)pyrimidine-2-carboxamide